2,2-Dimethylindoline-3-one CC1(NC2=CC=CC=C2C1=O)C